5-(hydroxymethyl)-4-propyl-2,4-dihydro-3H-1,2,4-triazol-3-one OCC=1N(C(NN1)=O)CCC